COC(=O)C1=CC=C(S1)C1=CC=C(S1)C1=CC=C(C=C1)C=1C=C(C=C(C1)C1=CC=C(C=C1)C=1SC(=CC1)C=1SC(=CC1)C(=O)OC)C1=CC=C(C=C1)C1=CC=C(S1)C1=CC=C(S1)C(=O)OC Methyl 5-[5-[4-[3,5-bis[4-[5-(5-methoxycarbonyl-2-thienyl)-2-thienyl]phenyl]phenyl]phenyl]-2-thienyl]thiophene-2-carboxylate